(R)-3-(2-((1-(2-(2-aminoethoxy)ethyl)pyrrolidine-3-yl)amino)-5-(trifluoromethyl)pyrimidin-4-yl)-1H-indole-6-carboxylic acid NCCOCCN1C[C@@H](CC1)NC1=NC=C(C(=N1)C1=CNC2=CC(=CC=C12)C(=O)O)C(F)(F)F